C1CC12NCCN(C2)C(=O)C2=CC=C(C=C2)[C@@H]2CC1(CC(C1)C#N)CCN2CC2=C1C=CNC1=C(C=C2OC)C (2R,4r,6S)-6-(4-(4,7-diazaspiro[2.5]octane-7-carbonyl)phenyl)-7-((5-methoxy-7-methyl-1H-indol-4-yl)methyl)-7-azaspiro[3.5]nonane-2-carbonitrile